CN1C2=CC=CC=C2C=2C=C(C=CC12)N(C1=CC2=CC=C(C=C2C=C1)B1OC(C(O1)(C)C)(C)C)C1=CC=CC=C1 9-methyl-N-phenyl-N-(6-(4,4,5,5-tetramethyl-1,3,2-dioxaborolan-2-yl)naphthalen-2-yl)-9H-carbazol-3-amine